benzyl 1-(3,4-dihydro-2H-1,4-benzoxazin-8-yl)-4-hydroxy-piperidine-4-carboxylate O1CCNC2=C1C(=CC=C2)N2CCC(CC2)(C(=O)OCC2=CC=CC=C2)O